COC1=CC=C(C=C1)C=1C(=NNC1)C1NC2=C(C=CC=C2C(N1)=O)C 2-[4-(4-Methoxyphenyl)-1H-pyrazol-3-yl]-8-methyl-2,3-dihydro-1H-quinazolin-4-one